C(=O)(O)C1=C(N=NO1)SCC1=CC=CC=C1 carboxybenzylmercaptooxadiazole